2-(2,5-Dimethoxy-4-nitro-phenyl)ethanamine COC1=C(C=C(C(=C1)[N+](=O)[O-])OC)CCN